C(C)(C)(C)OC(NC1=CC=2C3=C(N(C2C=C1)CC(F)(F)F)C(=NC=N3)Cl)=O.OCCNC(CC3=CC=CC=C3)=O N-(2-hydroxyethyl)-2-phenyl-acetamide tert-Butyl-N-[4-chloro-5-(2,2,2-trifluoroethyl)pyrimido[5,4-b]indol-8-yl]carbamate